2-(2,4-dimethylphenyl)ethylamine CC1=C(C=CC(=C1)C)CCN